C(CCCCCCCCCCC)N.P(=O)(OCCCCCCCC)(OCCCCCCCC)O dioctyl phosphate dodecyl-amine salt